3-Chloro-4-fluoro-5-formyl-2-methoxy-benzenesulfonyl chloride ClC=1C(=C(C=C(C1F)C=O)S(=O)(=O)Cl)OC